FC1=C(OC2=C(C=C(C=C2)NS(=O)(=O)CC)C=2C3=C(C(N(C2)C)=O)NC(=C3)C(=O)O)C=CC(=C1)F 4-[2-(2,4-difluorophenoxy)-5-ethanesulfonamidophenyl]-6-methyl-7-oxo-1H-pyrrolo[2,3-c]pyridine-2-carboxylic acid